C(C)(C)(C)OC(NC=1C=NN(C1)CC=1N=NC(=CC1)Cl)=O (1-((6-Chloropyridazin-3-yl)methyl)-1H-pyrazol-4-yl)carbamic acid tert-butyl ester